ClC=1C=CC2=C(N=C(O2)N2CC3(C2)CC(C3)NC(=O)NCC)C1 1-[2-(5-chloro-1,3-benzoxazol-2-yl)-2-azaspiro[3.3]heptan-6-yl]-3-ethyl-urea